6-(2-([1,1'-biphenyl]-4-yl)acetyl)-2-(1-(3-chlorophenyl)cyclopropyl)-3,5,6,7,8,9-hexahydro-4H-pyrimido[5,4-c]azepin-4-one C1(=CC=C(C=C1)CC(=O)N1CC2=C(CCC1)N=C(NC2=O)C2(CC2)C2=CC(=CC=C2)Cl)C2=CC=CC=C2